FC(C(C(F)(F)F)(O)C1=CC=C(C=C1)C1=C(C=C(C=C1)CN1[C@@H](CN(CC1)CC1=CC=NC=C1)CC(=O)OCC)C)(F)F ethyl (R)-2-(1-((4'-(1,1,1,3,3,3-hexafluoro-2-hydroxypropan-2-yl)-2-methyl-[1,1'-biphenyl]-4-yl)methyl)-4-(pyridin-4-ylmethyl)piperazin-2-yl)acetate